N-(5-((5-cyano-4-(1-cyclopropyl-5-methoxy-1H-indol-3-yl)pyrimidin-2-yl)amino)-2-((2-(Dimethylamino)ethyl)(methyl)amino)-4-methoxyphenyl)acrylamide C(#N)C=1C(=NC(=NC1)NC=1C(=CC(=C(C1)NC(C=C)=O)N(C)CCN(C)C)OC)C1=CN(C2=CC=C(C=C12)OC)C1CC1